oxo-(2-oxo-cyclohexyl)-acetic acid ethyl ester C(C)OC(C(C1C(CCCC1)=O)=O)=O